CON(C(=O)C1(CCC1)NC(OC(C)(C)C)=O)C tert-butyl (1-(methoxy(methyl)carbamoyl)cyclobutyl)carbamate